C(C)(C)(C)C1=CC=C(C=C1)NC(C1=C(C=CC(=C1)[N+](=O)[O-])SC1=NN=NN1C)=O N-(4-tert-butyl-phenyl)-2-(1-methyl-1H-tetrazol-5-ylsulfanyl)-5-nitro-benzamide